C(\C=C\C(=O)[O-])(=O)[O-].[Ca+2].CN(CC(=O)O)C N,N-dimethyl-glycine calcium fumarate